ClC1=CC2=C(C=N1)C=C(N2)[C@@H]2N(CCCC2)C (2R)-2-[6-chloro-1H-pyrrolo[3,2-c]pyridin-2-yl]-1-methylpiperidine